FC1=CC=C(C=C1)CC(=O)OC[C@]1(O[C@H](C[C@@H]1O)N1C=CC2=C1N=C(N=C2N)Cl)C#C ((2R,3S,5R)-5-(4-amino-2-chloro-7H-pyrrolo[2,3-d]pyrimidin-7-yl)-2-ethynyl-3-hydroxytetrahydrofuran-2-yl)methyl 2-(4-fluorophenyl)acetate